5,5'-oxybis(N-octadecenyl-2-cyano-pyridin-4-one) O(C=1C(C=C(N(C1)C=CCCCCCCCCCCCCCCCC)C#N)=O)C=1C(C=C(N(C1)C=CCCCCCCCCCCCCCCCC)C#N)=O